C(C1=CC=CC=C1)OC1=C(C(=C(C(=O)OCC2=CC=CC=C2)C=C1OCC1=CC=CC=C1)F)OC benzyl 4,5-bis(benzyloxy)-2-fluoro-3-methoxybenzoate